(S)-2-(4-(6-((4-cyanobenzyl)oxy)pyridin-2-yl)-2,5-difluorobenzyl)-3-(4,4-dimethyltetrahydrofuran-3-yl)-3H-imidazo[4,5-b]pyridine-5-carboxylic acid C(#N)C1=CC=C(COC2=CC=CC(=N2)C2=CC(=C(CC3=NC=4C(=NC(=CC4)C(=O)O)N3[C@@H]3COCC3(C)C)C=C2F)F)C=C1